C(C)(C)(C)OC(=O)N(C1=NC2=CC(=CC=C2C=N1)B1OC(C(O1)(C)[CH2+])(C)C)C(=O)OC(C)(C)C (2-(2-(bis(tert-butoxycarbonyl)amino)quinazolin-7-yl)-4,5,5-trimethyl-1,3,2-dioxaborolan-4-yl)methylium